(R)-N-(1-cyanocyclopropyl)-4-(2,2-difluoro-7-((5-methoxy-7-methyl-1H-indol-4-yl)methyl)-7-azaspiro[3.5]nonan-6-yl)benzamide C(#N)C1(CC1)NC(C1=CC=C(C=C1)[C@H]1CC2(CC(C2)(F)F)CCN1CC1=C2C=CNC2=C(C=C1OC)C)=O